C(C)(C)(C)OC(N[C@@H]1CN(C[C@@H](C1)F)C1=C2C=C(NC2=C(C=C1F)C(N)=O)C)=O ((3S,5R)-1-(7-carbamoyl-5-fluoro-2-methyl-1H-indol-4-yl)-5-fluoropiperidine-3-Yl)carbamic acid tert-butyl ester